propionylbenzylamine C(CC)(=O)NCC1=CC=CC=C1